tetra-chloro-1,4-benzoquinone ClC1=C(C(C(=C(C1=O)Cl)Cl)=O)Cl